N-[3-(2,6-dimethyl-4-prop-1-ynyl-phenyl)-2,4-dioxo-spiro[5.5]undec-9-yl]acetamide CC1=C(C(=CC(=C1)C#CC)C)C1C(CC2(CC1=O)CCC(CC2)NC(C)=O)=O